2-Amino-5-fluoro-4-(5-fluoro-3-((3R,4S)-3-(isopropylamino)-4-methoxypyrrolidin-1-yl)-7,9-dihydrofuro[3,4-f]quinazolin-6-yl)benzo[b]thiophene-3-carbonitrile NC1=C(C2=C(S1)C=CC(=C2C=2C1=C(C=3C=NC(=NC3C2F)N2C[C@H]([C@H](C2)OC)NC(C)C)COC1)F)C#N